C(=O)O.ONC(C=C)=O N-hydroxyacryl-amide formate